2-(6-fluoro-1H-indol-3-yl)-N-(pyrimidin-2-yl)acetamide FC1=CC=C2C(=CNC2=C1)CC(=O)NC1=NC=CC=N1